CN(C=1C=C2C=CC(=CC2=CC1)/C=C/C1=CCN(C=C1)CCCCCCCCCCCCCCCCCC)C (E)-4-(2-(6-(dimethylamino)naphthalene-2-yl)vinyl)-1-octadecylpyridine